Tris-hydroxysuccinimide OC1C(C(=O)NC1=O)(O)O